1-(4-(8-(but-3-en-1-yloxy)imidazo[1,2-a]pyrazin-6-yl)-5-chloropyridin-2-yl)ethan-1-one C(CC=C)OC=1C=2N(C=C(N1)C1=CC(=NC=C1Cl)C(C)=O)C=CN2